5-{(3R)-1-[(S)-cyclopropyl(1H-imidazol-2-yl)methyl]-5',6'-dihydrospiro[pyrrolidine-3,4'-pyrrolo[1,2-b]pyrazol]-2'-yl}-3-(trifluoromethoxy)pyridin-2-amine C1(CC1)[C@H](N1C[C@]2(CCN3N=C(C=C32)C=3C=C(C(=NC3)N)OC(F)(F)F)CC1)C=1NC=CN1